(R)-5-(7-Cyclopropyl-8-(prop-1-yn-1-yl)dibenzo[b,d]thiophen-2-yl)-3-imino-2,2,5-trimethylthiomorpholine 1,1-dioxide C1(CC1)C1=CC2=C(C3=C(S2)C=CC(=C3)[C@@]3(CS(C(C(N3)=N)(C)C)(=O)=O)C)C=C1C#CC